O=C1N(CCC(N1)=O)C=1C=C2CN(CC2=CC1)C(=O)OC(C)(C)C tert-butyl 5-(2,4-dioxotetrahydropyrimidin-1(2H)-yl)isoindoline-2-carboxylate